[5-[(1S)-1-(4-chlorophenyl)ethoxy]-1,3,4-thiadiazol-2-yl]-4-(2-methoxyphenyl)-6-methylpyridine-3-carboxamide ClC1=CC=C(C=C1)[C@H](C)OC1=NN=C(S1)C1=NC(=CC(=C1C(=O)N)C1=C(C=CC=C1)OC)C